zinc-calcium-silicon-magnesium [Mg].[Si].[Ca].[Zn]